ClC=1N=C(C2=C(N1)C(=CS2)CN2CCN(CC2)S(=O)(=O)C)N2[C@@H](COCC2)C (R)-4-(2-chloro-7-((4-methanesulfonylpiperazin-1-yl)methyl)thieno[3,2-d]pyrimidin-4-yl)-3-Methylmorpholine